FC(CNC(=O)N1C=NCC1)(F)F N-(2,2,2-trifluoroethyl)imidazoline-1-carboxamide